ethyl 2-bromo-1-(4-methoxybenzyl)-1H-imidazole-5-carboxylate BrC=1N(C(=CN1)C(=O)OCC)CC1=CC=C(C=C1)OC